1-(2-iodophenyl)-(S)-1-methoxymethoxy-3-methyl-butyl-(S)-2-cyclopropylcarbamate IC1=C(C=CC=C1)[C@](CC(C)C)(OCOC)N(C([O-])=O)C1CC1